O1C2=C(N(CC1)CC=1N=C3N(C(=NC=4C(=CC=CC34)F)N)C1)C=CC=C2 2-((2,3-dihydro-4H-benzo[b][1,4]oxazin-4-yl)methyl)-7-fluoroimidazo[1,2-c]quinazolin-5-amine